tris[4-[1,1-dimethylethyl]phenyl]Sulfonium 2-(2-(hydroxymethyl)-1-methylpiperidinium-1-yl)acetate OCC1[N+](CCCC1)(C)CC(=O)[O-].CC(C)(C)C1=CC=C(C=C1)[S+](C1=CC=C(C=C1)C(C)(C)C)C1=CC=C(C=C1)C(C)(C)C